(2S,2'S)-3,3'-((((2-(3-((S)-2-carboxy-2-((R)-pyrrolidin-3-yl)ethyl)phenoxy)acetyl)azanediyl)bis(methylene))bis(3,1-phenylene))bis(2-((R)-pyrrolidin-3-yl)propionic acid) C(=O)(O)[C@@H](CC=1C=C(OCC(=O)N(CC=2C=C(C=CC2)C[C@H](C(=O)O)[C@@H]2CNCC2)CC=2C=C(C=CC2)C[C@H](C(=O)O)[C@@H]2CNCC2)C=CC1)[C@@H]1CNCC1